ClC1=CC=C(C=C1)C1=C(CCC(C1)(C)C)C(=O)N1CC(C1)SC=1C=C2CN(C(C2=CC1)=O)C1C(NC(CC1)=O)=O 3-(5-((1-(4'-chloro-5,5-dimethyl-3,4,5,6-tetrahydro-[1,1'-biphenyl]-2-carbonyl)azetidin-3-yl)thio)-1-oxoisoindolin-2-yl)piperidine-2,6-dione